C(C)[C@@H]1N(C[C@H](N(C1)C(C=1N=CSC1)C1=CC=C(C=C1)F)CC)C1=CC(N(C=2C=CC(=NC12)C#N)C)=O 8-[(2s,5r)-2,5-diethyl-4-[(4-fluorophenyl)(1,3-thiazol-4-yl)methyl]piperazin-1-yl]-5-methyl-6-oxo-5,6-dihydro-1,5-naphthyridine-2-carbonitrile